FC1(C(C1)(C(=O)N1CCOC2=C(C1)C=NC=C2C#N)C)F 4-(2,2-difluoro-1-methyl-cyclopropane-carbonyl)-3,5-dihydro-2H-pyrido[3,4-f][1,4]oxazepine-9-carbonitrile